(S)-2,4-diamino-6-((1-(4-chloro-1-(3-hydroxyphenyl)-1H-pyrrolo[2,3-b]pyridin-3-yl)ethyl)amino)pyrimidine-5-carbonitrile NC1=NC(=C(C(=N1)N)C#N)N[C@@H](C)C1=CN(C2=NC=CC(=C21)Cl)C2=CC(=CC=C2)O